diethyltoluene-2,6-diamine C(C)C1=CC(=C(C(C)=C1N)N)CC